C(=O)O.OC1CC(NC1)C(=O)N[C@@H](C)C1=CC=C(C=C1)C1=C(N=CS1)C 4-hydroxy-N-[(1S)-1-[4-(4-methylthiazol-5-yl)phenyl]ethyl]pyrrolidine-2-carboxamide formate